6-Azido-2-ethyl-1H-benzo[de]isoquinoline-1,3(2H)-dione N(=[N+]=[N-])C=1C=CC=2C(N(C(C3=CC=CC1C23)=O)CC)=O